COC=1C=C(C=CC1OC1=C(C=CC=C1)[N+](=O)[O-])C1C=2C(NC(C1)=O)=NNC2 4-[3-Methoxy-4-(2-nitrophenoxy)phenyl]-2H,4H,5H,6H,7H-pyrazolo[3,4-b]pyridin-6-one